2-acetylphenyl 4-(((4-nitrobenzyl)thio)carbonothioyl)piperazine-1-carboxylate [N+](=O)([O-])C1=CC=C(CSC(=S)N2CCN(CC2)C(=O)OC2=C(C=CC=C2)C(C)=O)C=C1